(2S)-cyclohexyl 2-(((4-nitrophenoxy)(phenoxy)phosphoryl)amino)propanoate [N+](=O)([O-])C1=CC=C(OP(=O)(OC2=CC=CC=C2)N[C@H](C(=O)OC2CCCCC2)C)C=C1